7-Fluoro-5-(4-trifluoromethylbenzyl)-imidazo[1,2-a]pyridine-3-carboxylic acid (1-phenylcyclopropyl)amide C1(=CC=CC=C1)C1(CC1)NC(=O)C1=CN=C2N1C(=CC(=C2)F)CC2=CC=C(C=C2)C(F)(F)F